NC=1N=NC(=CC1N1C[C@@H](OCC1)C1=C(C=C(C(=O)OC)C=C1)C)Cl Methyl (S)-4-(4-(3-amino-6-chloropyridazin-4-yl)morpholin-2-yl)-3-methylbenzoate